[O-]C1=C(C=C(C(=C1)C(=O)[O-])[O-])C(=O)[O-] 2,5-dioxido-1,4-benzene-dicarboxylate